N-[3-(methylamino-phenyl-methylene)-2-oxo-2,3-dihydro-1H-indol-5-yl]Benzenesulfonamide CNC(=C1C(NC2=CC=C(C=C12)NS(=O)(=O)C1=CC=CC=C1)=O)C1=CC=CC=C1